monomethyl trans-fumarate C(\C=C\C(=O)[O-])(=O)OC